CN1N=NC2=C1C=CC(=C2C)C(CC(=O)O)C=2C=C1CCCC1=C(C2)CN2S(C1=C(O[C@@H](C2)CC)C=CC=C1)(=O)=O 3-(1,4-Dimethyl-1H-benzotriazol-5-yl)-3-(7-{[(4R)-4-ethyl-1,1-dioxido-3,4-dihydro-2H-5,1,2-benzoxathiazepin-2-yl]methyl}-2,3-dihydro-1H-inden-5-yl)propanoic acid